t-Butyl N-[(E)-3-fluoro-2-[(4-oxo-1H-quinazolin-7-yl)oxymethyl]allyl]carbamate F/C=C(\CNC(OC(C)(C)C)=O)/COC1=CC=C2C(N=CNC2=C1)=O